ClC1=CC(=C(C=C1Cl)N(C(C)=O)C)N(C)C1=NC(=NC=C1Cl)Cl N-(4,5-dichloro-2-((2,5-dichloropyrimidin-4-yl)(methyl)amino)phenyl)-N-methylacetamide